BrC1=C(C(=NC(=C1)Cl)CCO[Si](C)(C)C(C)(C)C)N 4-bromo-2-[2-[tert-butyl-(dimethyl)silyl]oxyethyl]-6-chloro-pyridin-3-amine